3-[2-amino-5-(3,4,5-trimethoxyphenyl)-3-pyridyl]phenol NC1=NC=C(C=C1C=1C=C(C=CC1)O)C1=CC(=C(C(=C1)OC)OC)OC